2-(2,6-dioxopiperidin-3-yl)-5-(((1R,2R)-2-(ethylamino)cyclohexyl)(methyl)amino)isoindoline-1,3-dione O=C1NC(CCC1N1C(C2=CC=C(C=C2C1=O)N(C)[C@H]1[C@@H](CCCC1)NCC)=O)=O